Cl.NC(=N)N guanidine hydrochloride salt